C(C)C1=C(C=CC2=C1C(=C1C=NNC1=C2)C2=C(C=1N=C(N=C(C1C=N2)N2C[C@@](CCC2)(O)C)OC[C@]21CCCN1C[C@@H](C2)F)F)F (3R)-1-(7-(5-ethyl-6-fluoro-1H-benzo[f]indazol-4-yl)-8-fluoro-2-(((2R,7aS)-2-fluorohexahydro-1H-pyrrolizin-7a-yl)methoxy)pyrido[4,3-d]pyrimidin-4-yl)-3-methylpiperidin-3-ol